2-(1-(2-((2-(1-(cyclopropylsulfonyl)-1H-pyrazol-4-yl)pyrimidin-4-yl)amino)-5-((1-methyl-1H-pyrazol-4-yl)ethynyl)pyridin-4-yl)piperidin-4-yl)propan-2-ol C1(CC1)S(=O)(=O)N1N=CC(=C1)C1=NC=CC(=N1)NC1=NC=C(C(=C1)N1CCC(CC1)C(C)(C)O)C#CC=1C=NN(C1)C